4-[2-(cyclopropylamino)-8-[4-[2-(dimethylamino)ethyl-methyl-amino]phenyl]-7-oxo-pyrido[2,3-d]pyrimidin-6-yl]-8-methyl-2,3-dihydroquinoxaline-1-carboxylic acid benzyl ester C(C1=CC=CC=C1)OC(=O)N1CCN(C2=CC=CC(=C12)C)C1=CC2=C(N=C(N=C2)NC2CC2)N(C1=O)C1=CC=C(C=C1)N(C)CCN(C)C